Cl.Cl.C[C@@H]1NCC[C@@H]1N1CCN(CC1)C[C@@H](C)O (R)-1-(4-((2S,3S)-2-Methylpyrrolidin-3-yl)piperazin-1-yl)propan-2-ol dihydrochloride